ClC1=NC=2C(C=3C=CC(=CC13)CCl)=CN(N2)C(C(=O)OCC)C(C)C ethyl 2-(5-chloro-7-(chloromethyl)-2H-pyrazolo[3,4-c]isoquinolin-2-yl)-3-methylbutanoate